Ethyl-hexane C(C)CCCCCC